COC1=C(C(=O)F)C=CC=C1 2-meth-oxybenzoyl fluoride